Ethyl 8-methoxy-9-(2-methyl-2H-tetrazol-5-yl)-1-(thiophen-2-yl)-5,6-dihydroimidazo[5,1-a]isoquinoline-3-carboxylate COC=1C=C2CCN3C(C2=CC1C=1N=NN(N1)C)=C(N=C3C(=O)OCC)C=3SC=CC3